Cinnamaldehyd C(C=CC1=CC=CC=C1)=O